NC1=NC2=C(N1C)C=C(C(=C2)C(=O)OC)F methyl 2-amino-6-fluoro-1-methyl-1H-benzo[d]imidazole-5-carboxylate